2-[2,3-difluoro-4-[8-[3-methyl-4-[4-[(3S)-pyrrolidine-3-carbonyl]piperazine-1-carbonyl]anilino]imidazo[1,2-a]pyrazin-3-yl]phenoxy]acetonitrile FC1=C(OCC#N)C=CC(=C1F)C1=CN=C2N1C=CN=C2NC2=CC(=C(C=C2)C(=O)N2CCN(CC2)C(=O)[C@@H]2CNCC2)C